C(C)NC(=O)C1=NC(=C(C=C1)N1CCN(CC1)CC=1C(=C2NC(C(=NC2=CC1)C)=O)F)C n-ethyl-5-[4-[(5-fluoro-2-methyl-3-oxo-4H-quinoxalin-6-yl)methyl]piperazin-1-yl]-6-methyl-pyridine-2-carboxamide